C(CCCCCCC)C(=C(C(=O)O)OC)C1=CC=CC=C1.COC(C(=O)OC(CCCCC)CC)=CC1=CC=CC=C1 ethylhexyl methoxycinnamate (octyl methoxycinnamate)